1,4-diisocyanatomethyl-2,3,5,6-tetramethyl-cyclohexane N(=C=O)CC1C(C(C(C(C1C)C)CN=C=O)C)C